ClC=1C=NC(=C(C(=O)NC2CCC(CC2)CN2C(N(C3=NC=CC=C32)C3=C(C=C(C=C3)F)Cl)=O)C1)C(F)F 5-chloro-N-((1r,4r)-4-((3-(2-chloro-4-fluorophenyl)-2-oxo-2,3-dihydro-1H-imidazo[4,5-b]pyridin-1-yl)methyl)cyclohexyl)-2-(difluoromethyl)nicotinamide